C1=C(C=CC=2CCCCC12)OC1=CC=CN2C1=NS(CC2)(=O)=O 9-(5,6,7,8-tetrahydronaphthalen-2-yloxy)-3,4-dihydropyrido[2,1-c][1,2,4]thiadiazine 2,2-dioxide